[OH-].C[N+](CCCCOC(C=C)=O)(C)C N,N,N-trimethyl-4-[(1-oxo-2-propen-1-yl)oxy]-1-butanaminium hydroxide